1-cyclopentyl-5-(2-(5-(piperidin-1-yl)pyridin-2-yl)amino-5-fluoropyrimidin-4-yl)-pyridin-2(1H)-one C1(CCCC1)N1C(C=CC(=C1)C1=NC(=NC=C1F)NC1=NC=C(C=C1)N1CCCCC1)=O